O=C1NC(CCC1N1C(C2=CC=C(C=C2C1=O)OCCCCC#CC=1C=NC(=CC1)OCCCOC1=NC=C(C=C1)C=1C=CC=2C3=C(N(C2C1)C)C=CN=C3)=O)=O 2-(2,6-dioxopiperidin-3-yl)-5-((6-(6-(3-((5-(5-methyl-5H-pyrido[4,3-b]indol-7-yl)pyridin-2-yl)oxy)propoxy)pyridin-3-yl)hex-5-yn-1-yl)oxy)isoindoline-1,3-dione